N-CYCLOPROPYL-2-[(4-FLUORO-2-FORMYLPHENYL)(METHYL)AMINO]ACETAMIDE C1(CC1)NC(CN(C)C1=C(C=C(C=C1)F)C=O)=O